((benzyl((6-hydroxy-5'-methyl-4-pentyl-2'-(prop-1-en-2-yl)-[1,1'-biphenyl]-2-yl)oxy)phosphoryl)oxy)methyl acetate C(C)(=O)OCOP(=O)(OC1=C(C(=CC(=C1)CCCCC)O)C1=C(C=CC(=C1)C)C(=C)C)CC1=CC=CC=C1